BrC=1C=C(OC2=CC=3N(C4=CC=CC=C4C3C=C2)C2=NC=CC=C2)C=C(C1)C(C)(C)C 2-(3-bromo-5-(tert-butyl)phenoxy)-9-(pyridin-2-yl)-9H-carbazole